5-(1-(cyclopropyl(phenyl)methyl)-1H-pyrazol-4-yl)-1-methylpyridin-2(1H)-one C1(CC1)C(N1N=CC(=C1)C=1C=CC(N(C1)C)=O)C1=CC=CC=C1